1-(3-isopropyl-4-methyl-2-(8-methyl-[1,2,4]triazolo[1,5-a]pyridin-6-yl)-1H-pyrrolo[2,3-c]pyridin-5-yl)-N-neopentylpiperidin-4-amine C(C)(C)C1=C(NC2=CN=C(C(=C21)C)N2CCC(CC2)NCC(C)(C)C)C=2C=C(C=1N(C2)N=CN1)C